C1(=CC=CC=C1)[C@]1(OC2=C(C1)C(=C(C=C2)C(F)(F)F)B2OC(C(O2)(C)C)(C)C)CNC(OC(C)(C)C)=O tert-butyl (S)-((2-phenyl-4-(4,4,5,5-tetramethyl-1,3,2-dioxaborolan-2-yl)-5-(trifluoromethyl)-2,3-dihydrobenzofuran-2-yl) methyl)carbamate